(R)-7-chloro-2-methyl-1,2,3,4-tetrahydro-1,8-naphthyridine ClC1=CC=C2CC[C@H](NC2=N1)C